C(C)(=O)C1=NN(C2=C(C=C(C=C12)C=1C=NC(=NC1)C)C1CC1)CC(=O)N1[C@H]2CC[C@@H]([C@H]1C(=O)NC1=NC(=C(C=C1C)F)Br)C2 (1S,3S,4R)-2-(2-(3-acetyl-7-cyclopropyl-5-(2-methylpyrimidin-5-yl)-1H-indazol-1-yl)acetyl)-N-(6-bromo-5-fluoro-3-methylpyridin-2-yl)-2-azabicyclo[2.2.1]heptane-3-carboxamide